methyl (methyl)allyl ether CC=CCOC